chlorobis(3-(tributylsilyl)phenyl)phosphine ClP(C1=CC(=CC=C1)[Si](CCCC)(CCCC)CCCC)C1=CC(=CC=C1)[Si](CCCC)(CCCC)CCCC